ClC=1C=C2C(=CN=C(C2=CN1)O[C@@H]1C[C@@H](C1)S(=O)(=O)C)[C@H](CC)N[S@@](=O)C(C)(C)C (S)-N-((S)-1-(6-Chloro-1-((cis)-3-(methylsulfonyl)cyclobutoxy)-2,7-naphthyridin-4-yl)propyl)-2-methylpropane-2-sulfinamide